(+-)-cis-N-[8-chloro-6-(5-fluoro-4-methyl-3-pyridinyl)-3-isoquinolinyl]-2-fluoro-cyclopropanecarboxamide ClC=1C=C(C=C2C=C(N=CC12)NC(=O)[C@H]1[C@H](C1)F)C=1C=NC=C(C1C)F |r|